1,1,3,5,5-pentamethyl-1,3,5-triphenyltrisiloxane C[Si](O[Si](O[Si](C1=CC=CC=C1)(C)C)(C1=CC=CC=C1)C)(C1=CC=CC=C1)C